C[C@H]1N(CCOC1)C=1C2=C(N=C(N1)C1=C3C(=NC=C1)NC=C3)C(=C(S2)C)C(C)(C)S(=O)(=O)C (R)-3-methyl-4-(6-methyl-7-(2-(methylsulfonyl)propan-2-yl)-2-(1H-pyrrolo[2,3-b]pyridin-4-yl)thieno[3,2-d]pyrimidin-4-yl)morpholine